6-(5,5-DIMETHYL-2-OXOOXAZOLIDIN-3-YL)-N-(6-METHOXY-1-METHYL-1H-INDAZOL-7-YL)PYRIDINE-3-SULFONAMIDE CC1(CN(C(O1)=O)C1=CC=C(C=N1)S(=O)(=O)NC=1C(=CC=C2C=NN(C12)C)OC)C